C1(CC1)CNC=1C=CC=C2C(C(N(C12)C(=O)OC(C)(C)C)=O)(C)C tert-butyl 7-((cyclopropylmethyl)amino)-3,3-dimethyl-2-oxoindoline-1-carboxylate